O1[C@@H](CCC1)SC=O (2R)-tetrahydrofuranyl-formyl-sulfur